Cl[Ru](=C1N(CCN1C1=C(C=C(C=C1C)C)C)C1=C(C=C(C=C1C)C)C)(=CC1=C(C=CC=C1)OC(C)C)Cl dichloro[o-isopropoxybenzylidene][1,3-Bis(2,4,6-trimethylphenyl)-2-imidazolidinylidene]ruthenium